BrC1=CC=C(C=C1)C1(CC1)O[Si](C)(C)C(C)(C)C {[1-(4-bromophenyl)cyclopropyl]oxy}(tert-butyl)dimethylsilane